butane dimethyl-sulfate COS(=O)(=O)OC.CCCC